tert-butyl N-cyclobutyl-N-[(3S)-1-{6-[2-hydroxy-4-(2-methyl-1,3-thiazol-5-yl)phenyl] pyridazin-3-yl}pyrrolidin-3-yl]carbamate C1(CCC1)N(C(OC(C)(C)C)=O)[C@@H]1CN(CC1)C=1N=NC(=CC1)C1=C(C=C(C=C1)C1=CN=C(S1)C)O